quinazolinecarboxylic acid sodium salt [Na+].N1=C(N=CC2=CC=CC=C12)C(=O)[O-]